4-(4-(2-(3,3-difluoropiperidin-1-yl)-6-methylpyrimidin-4-yl)-1H-pyrazol-1-yl)-3-(6-azaspiro[2.5]oct-6-yl)aniline FC1(CN(CCC1)C1=NC(=CC(=N1)C=1C=NN(C1)C1=C(C=C(N)C=C1)N1CCC2(CC2)CC1)C)F